C[C@H]1[C@H]([C@H]([C@@H]([C@@H](O1)O[C@@H]2[C@H]([C@H]([C@H](O[C@H]2O[C@@H]3[C@H](O[C@H]([C@@H]([C@H]3O)NC(=O)C)O[C@H]4[C@H]([C@H](O[C@H]([C@@H]4O)O[C@@H]5[C@H](OC([C@@H]([C@H]5O)O)O)CO)CO)O)CO)CO)O)O)O)O)O The molecule is a linear amino pentasaccharide consisting of alpha-fucosyl, beta-galactosyl, beta-glucosaminyl, beta-galactosyl and glucose units connected via sequential (1->2)-, (1->4)-, (1->3)- and (1->4)-linkages. It is an amino pentasaccharide and a glucosamine oligosaccharide.